C(#N)[C@@]1(CN(C2=CC=C(C=C12)C(=O)O)C)C (S)-3-cyano-1,3-dimethylindoline-5-carboxylic acid